C1(CC1)[C@H](C)NC(=O)C1=CN=C(O1)C=1C=C(C=CC1)C1=NNC(=N1)C(=O)OC (S)-methyl 3-(3-(5-((1-cyclopropylethyl) carbamoyl) oxazol-2-yl) phenyl)-1H-1,2,4-triazole-5-carboxylate